BrC1=NN(C(N1[C@@H](C(=O)OCC)C)=O)CC1=CC=C(C=C1)CN1CCOCC1 Ethyl (2R)-2-(3-bromo-1-[[4-(morpholin-4-ylmethyl)phenyl]methyl]-5-oxo-1,2,4-triazol-4-yl)propanoate